2-(2-chlorophenyl)-N-(1-cyclobutyl-5-oxopyrrolidin-3-yl)acetamide ClC1=C(C=CC=C1)CC(=O)NC1CN(C(C1)=O)C1CCC1